C(C)(=O)C1(NC(NC=C1)=O)N 4-acetyl-cytosine